C1(CC1)NC(=O)C=1C=CC(=C(C1)C=1N=CN(C1)C1=CN=C2N1C=C(C=C2)C(=O)NC)C 3-{4-[5-(cyclopropylcarbamoyl)-2-methylphenyl]-1H-imidazol-1-yl}-N-methylimidazo[1,2-a]pyridine-6-carboxamide